CCCCCCCCCCCCCCCCCCCC(=O)OC[C@H](COP(=O)(O)OC[C@H](CO)O)OC(=O)CCCCCCCCCCCCCC 1-eicosanoyl-2-pentadecanoyl-glycero-3-phospho-(1'-sn-glycerol)